8-fluoro-6-hydroxy-6-methyl-12-oxo-6h,12h-indolo[2,1-b]quinazoline-2-carbonitrile FC=1C=C2C(C3=NC4=CC=C(C=C4C(N3C2=CC1)=O)C#N)(C)O